(S)-3-(1-(8-amino-1-methylimidazo[1,5-a]pyrazin-3-yl)ethyl)-5-chloro-6-fluoro-2-isopropoxy-N-propylbenzamide NC=1C=2N(C=CN1)C(=NC2C)[C@@H](C)C=2C(=C(C(=O)NCCC)C(=C(C2)Cl)F)OC(C)C